(3R)-1-(2-((2,2'-dichloro-3'-(5-(((R)-3-hydroxypyrrolidin-1-yl)methyl)picolinamido)-[1,1'-biphenyl]-3-yl)carbamoyl)-4,5,6,7-tetrahydropyrazolo[1,5-a]pyridin-4-yl)pyrrolidine ClC1=C(C=CC=C1NC(=O)C1=NN2C(C(CCC2)N2CCCC2)=C1)C1=C(C(=CC=C1)NC(C1=NC=C(C=C1)CN1C[C@@H](CC1)O)=O)Cl